ClC1=C(C=CC(=C1NC=1C(=C2C(N(C=NC2=CC1)C1=CC=CC=C1)=O)C)F)NS(=O)(=O)CCC N-(2-chloro-4-fluoro-3-((5-methyl-4-oxo-3-phenyl-3,4-dihydroquinazolin-6-yl)amino)phenyl)propane-1-sulfonamide